2-amino-N-(4-methoxyphenyl)benzamide COC1=CC=C(C=C1)NC(=O)C2=CC=CC=C2N